The molecule is an organophosphate oxoanion that is the anion of adenosylcobinamide guanosyl diphosphate with overall charge -1, arising from deprotonation of the phosphate OH groups; major species at pH 7.3. It is a conjugate base of an adenosylcobinamide guanosyl diphosphate. C/C/1=C/2\\[C@@]([C@@H](C(=N2)/C=C\\3/C([C@@H](C(=N3)/C(=C\\4/[C@]([C@H]([C@@H]([N-]4)[C@]5([C@@]([C@@H](C1=N5)CCC(=O)N)(C)CC(=O)N)C)CC(=O)N)(C)CCC(=O)NC[C@@H](C)OP(=O)([O-])OP(=O)([O-])OC[C@@H]6[C@H]([C@H]([C@@H](O6)N7C=NC8=C7N=C(NC8=O)N)O)O)/C)CCC(=O)N)(C)C)CCC(=O)N)(C)CC(=O)N.[CH2-][C@@H]1[C@H]([C@H]([C@@H](O1)N2C=NC3=C(N=CN=C32)N)O)O.[Co]